Perfluoropropylethyl methacrylate C(C(=C)C)(=O)OC(C(F)(F)F)(C(C(C(F)(F)F)(F)F)(F)F)F